3-(2-phenyl-7-vinyl-1H-indol-3-yl)propionic acid C1(=CC=CC=C1)C=1NC2=C(C=CC=C2C1CCC(=O)O)C=C